1-[4-[7-[3-[bis[(4-methoxyphenyl)methyl]amino]-1-isoquinolinyl]-5,6,7,8-tetrahydroquinazolin-4-yl]piperazin-1-yl]prop-2-en-1-one COC1=CC=C(C=C1)CN(C=1N=C(C2=CC=CC=C2C1)C1CCC=2C(=NC=NC2C1)N1CCN(CC1)C(C=C)=O)CC1=CC=C(C=C1)OC